(S)-N-(3,4-dichloro-2-fluorophenyl)-6-(piperidin-3-yl)quinazolin-4-amine ClC=1C(=C(C=CC1Cl)NC1=NC=NC2=CC=C(C=C12)[C@H]1CNCCC1)F